C(#N)C(C)(C)C=1C=C(C(=O)NC2=C(C=C(C(=C2)C2=CC3=C(N=C(N=C3)NC3COC3)N3C2=NCC3)C)F)C=CC1 3-(2-cyanopropan-2-yl)-N-(2-fluoro-4-methyl-5-(2-(oxetan-3-ylamino)-8,9-dihydroimidazo[1',2':1,6]pyrido[2,3-d]pyrimidin-6-yl)phenyl)benzamide